N-methyl-L-Serine CN[C@@H](CO)C(=O)O